7-(6-(1-(2,2-difluoro-1-(4-fluorophenyl)propyl)-1H-pyrazol-4-yl)pyrazin-2-yl)-[1,2,4]triazolo[1,5-a]pyridin-2-amine FC(C(C1=CC=C(C=C1)F)N1N=CC(=C1)C1=CN=CC(=N1)C1=CC=2N(C=C1)N=C(N2)N)(C)F